N-methyl-6-(quinolin-7-yl)-N-(2,2,6,6-tetramethyl-piperidin-4-yl)pyridazin-3-amine CN(C=1N=NC(=CC1)C1=CC=C2C=CC=NC2=C1)C1CC(NC(C1)(C)C)(C)C